2-[2-hydroxy-4-(2-hydroxyethoxy)phenyl]-4,6-diphenyl-s-triazine OC1=C(C=CC(=C1)OCCO)C1=NC(=NC(=N1)C1=CC=CC=C1)C1=CC=CC=C1